FC=1C(=C(C(=NC1)C)NC(\C=C\C1=CC=C2C(=NNC2=C1)C)=O)C (2E)-N-(5-fluoro-2,4-dimethylpyridin-3-yl)-3-(3-methyl-1H-indazol-6-yl)prop-2-enamide